OC(CNCCN)C (2-hydroxypropyl)-ethylenediamine